Cl.N1C[C@@H](CC1)CN1CC2(C1)CCC(CC2)NS(=O)(=O)CCC (R)-N-(2-(pyrrolidin-3-ylmethyl)-2-azaspiro[3.5]nonan-7-yl)propane-1-sulfonamide hydrochloride